C(C(=C)C)(=O)OC1(C2C3CCCC3C(C1)C2)CC 8-ethyl-8-tricyclo[5.2.1.02,6]decanyl methacrylate